C(CCCCCCCCCCCCC)(=O)C(CC(CCCCCCCCCCCCC)=O)NC(CCC(=O)O)=O 4-{(1,2-Dimyristoyl-ethyl)amino}-4-oxobutanoic acid